C12OCC(N(C1)CC1=CC(=C(C=C1)N1C=NC(=C1)C1=NC(=NC=C1C(F)(F)F)NC1CCN(CC1)S(=O)(=O)C)Cl)CC2 4-(1-(4-((2-Oxa-5-azabicyclo[2.2.2]-octan-5-yl)methyl)-2-chlorophenyl)-1H-imidazol-4-yl)-N-(1-(methylsulfonyl)-piperidin-4-yl)-5-(trifluoromethyl)-pyrimidin-2-amine